ClCC1=NC=C(C=N1)F 2-(chloromethyl)-5-fluoropyrimidine